FC1(N=CC(=C(C1(S(=O)(=O)N)C1=C(C=CC=C1)COC=1C(=C2C(=NC1)NN=C2C)C=2C=NC=CC2)F)F)OC 2,4-difluoro-3-([[3-methyl-4-(pyridin-3-yl)-1H-pyrazolo[3,4-b]pyridin-5-yl]oxymethyl]phenyl)-5-fluoro-2-methoxypyridine-3-sulfonamide